C(C=C)[Si](C1=CC=CC=C1)(C1=CC=CC=C1)C(C)(C)C allyl-(tert-butyl)diphenylsilane